9'-(pyrimidine-4,6-diylbis-3,1-phenylene)bis(9H-carbazole) N1=CN=C(C=C1C=1C=C(C=CC1)C1=CC=CC=2C3=CC=CC=C3NC12)C=1C=C(C=CC1)C1=CC=CC=2C3=CC=CC=C3NC12